C[N+](CCCCC[N+](CCC)(C)C)(CCC)C pentamethylenebis(dimethylpropylammonium)